COC1=CC=C(C=C1)C1=NC(=NC(=C1)C1=CSC=C1)NC(CN1CCCC1)=O N-(4-(4-methoxyphenyl)-6-(thiophen-3-yl)pyrimidin-2-yl)-2-(pyrrolidin-1-yl)acetamide